ClC=1N=NC=C(C1C=C=O)Cl (3,5-dichloropyridazin-4-yl)ketene